C(C)OP(OCC)(=O)C(C(=C(F)F)F)(F)F diethyl(1,1,2,3,3-pentafluoroprop-2-en-1-yl)phosphonate